NC1=CN(C(N(C1=O)CC(=O)OCC)=O)C ethyl 2-(5-amino-3-methyl-2,6-dioxo-3,6-dihydropyrimidin-1(2H)-yl)acetate